potassium thiopropionate C(CC)(=S)[O-].[K+]